5-Methyl-6-oxo-8-(4-((5-(trifluoromethyl)pyridin-2-yl)oxy)piperidin-1-yl)-5,6-dihydro-1,5-naphthyridin-2-carbonitril CN1C=2C=CC(=NC2C(=CC1=O)N1CCC(CC1)OC1=NC=C(C=C1)C(F)(F)F)C#N